OC[C@H]1N(C[C@@H]([C@H]([C@@H]1O)O)O)CCC1=CC=C(C=C1)CCNC1=C(C=C(C=C1)CN1OCCC1)[N+](=O)[O-] (2R,3R,4R,5S)-2-(hydroxymethyl)-1-(2-{4-[2-({2-nitro-4-[(1,2-oxazolidin-2-yl)methyl]phenyl}amino)ethyl]phenyl}ethyl)piperidine-3,4,5-triol